C(C)(C)(C)OC(=O)NC(CNC=1C(=C(C=CC1)CCCCCC(=O)O)F)CCC(N)=O 6-[3-([2-[(tert-butoxycarbonyl)amino]-4-carbamoylbutyl]amino)-2-fluorophenyl]hexanoic acid